2-[2-(tert-butoxycarbonylamino)ethyl-(9H-fluoren-9-ylmethoxycarbonyl)amino]acetic acid C(C)(C)(C)OC(=O)NCCN(CC(=O)O)C(=O)OCC1C2=CC=CC=C2C=2C=CC=CC12